benzyl (R)-(1-(2-aminoquinolin-4-yl)ethyl)carbamate NC1=NC2=CC=CC=C2C(=C1)[C@@H](C)NC(OCC1=CC=CC=C1)=O